(S)-2-((3R,5R)-3,5-dimethylpiperazin-1-yl)-N-(3-(2-((2-fluoro-3-(methylsulfonyl)phenyl)amino)-5-methyl-pyrimidin-4-yl)-1H-indol-7-yl)butanamide C[C@@H]1CN(C[C@H](N1)C)[C@H](C(=O)NC=1C=CC=C2C(=CNC12)C1=NC(=NC=C1C)NC1=C(C(=CC=C1)S(=O)(=O)C)F)CC